C[C@H]1O[C@H](CN(C1)C1=NC=CC(=N1)NC=1N=NC=C(C1)C1=C(C=C(C=C1)OC)F)C N-(2-((2R,6S)-2,6-dimethylmorpholino)pyrimidin-4-yl)-5-(2-fluoro-4-methoxyphenyl)pyridazin-3-amine